benzphenalenone C1(C=CC2=CC=CC3=CC4=C(C1=C23)C=CC=C4)=O